di-tert-butyl 4,4'-((4-cyclopropyl-4H-1,2,4-triazole-3,5-diyl)bis(3-fluoro-4,1-phenylene))bis(5,6-dihydropyridine-1(2H)-carboxylate) C1(CC1)N1C(=NN=C1C1=C(C=C(C=C1)C1=CCN(CC1)C(=O)OC(C)(C)C)F)C1=C(C=C(C=C1)C1=CCN(CC1)C(=O)OC(C)(C)C)F